O=C1C2(C=3C(=NC=CC3)N1COCC[Si](C)(C)C)CC1=CC=C(C=C1C2)C(=O)OC methyl 2'-oxo-1'-((2-(trimethylsilyl)ethoxy)methyl)-1,1',2',3-tetrahydrospiro[indene-2,3'-pyrrolo[2,3-b]pyridine]-5-carboxylate